N1C=NC2=C1CC(CC2)C(=O)[O-] 4,5,6,7-tetrahydro-1H-benzo[d]imidazole-6-carboxylate